Cl.C(C)OC(C(F)(F)C1=C(C(=CC=C1)[C@@H](C)N)F)=O (R)-2-(3-(1-aminoethyl)-2-fluorophenyl)-2,2-difluoroacetic acid ethyl ester hydrogen chloride